N-((3-(1H-pyrazol-1-yl)azetidin-3-yl)methyl)-6-chloro-2-(trifluoromethyl)quinolin-4-amine N1(N=CC=C1)C1(CNC1)CNC1=CC(=NC2=CC=C(C=C12)Cl)C(F)(F)F